1,4-dioxa-7,9-diphenyl-8-[2,6-bis(2,6-dimethylphenyl)phenyl]-8-phospha-spiro[4.5]decane C1(=CC=CC=C1)C1CC2(OCCO2)CC(P1C1=C(C=CC=C1C1=C(C=CC=C1C)C)C1=C(C=CC=C1C)C)C1=CC=CC=C1